Arginyl-Acetate N[C@@H](CCCNC(N)=N)C(=O)CC(=O)[O-]